ClC1=CC=C(C=C1)C(C)(C)C1=CC=C(C=C1)Cl 2,2-bis(4-chlorophenyl)propane